3-((S)-3-((trans)-4-cyanocyclohexyl)-6-(methoxycarbonyl)-7-methyl-6,7,8,9-tetrahydro-3H-imidazo[4,5-f]quinolin-2-yl)-2-phenylpropanoic acid C(#N)[C@@H]1CC[C@H](CC1)N1C(=NC2=C3CC[C@@H](N(C3=CC=C21)C(=O)OC)C)CC(C(=O)O)C2=CC=CC=C2